NC1=C2N=CN(C2=NC(=N1)Cl)[C@H]1[C@@H]([C@@]([C@H](O1)COC(C(=O)O)(C(=O)O)CC1=CC=C(C=C1)C=1C(=NC=CC1)OC)(O)C#C)O 2-(((2R,3S,4R,5R)-5-(6-amino-2-chloro-9H-purin-9-yl)-3-ethynyl-3,4-dihydroxytetrahydrofuran-2-yl)methoxy)-2-(4-(2-methoxypyridin-3-yl)benzyl)propanedioic acid